4-methylpent-2-ynethioate CC(C#CC([O-])=S)C